2-(3-(3-(4-chloro-3-ethyl-1H-pyrrolo[2,3-b]pyridin-5-yl)phenyl)-2-oxotetrahydropyrimidin-1(2H)-yl)acetaldehyde ClC1=C2C(=NC=C1C=1C=C(C=CC1)N1C(N(CCC1)CC=O)=O)NC=C2CC